2,4-dichloro-N-((2-methylthiazol-5-yl)sulfonyl)benzamide ClC1=C(C(=O)NS(=O)(=O)C2=CN=C(S2)C)C=CC(=C1)Cl